C(#N)C1=C(C(=CC=C1)F)C1=C2CN(CC2=CC=C1)C#N 4-(2-cyano-6-fluorophenyl)isoindoline-2-carbonitrile